5H-thieno[2,3-c]pyrrol S1C=CC=2C1=CNC2